OC[N+](CO)(C(C)CCCCCCCC)[O-] N,N-dihydroxymethyl-2-decylamine oxide